β-propiolacton C1(CCO1)=O